6-(3-(4-aminophenyl)-1,2,4-oxadiazol-5-yl)-2,2-diethylchroman-4-one NC1=CC=C(C=C1)C1=NOC(=N1)C=1C=C2C(CC(OC2=CC1)(CC)CC)=O